[11C]acetate [11C](C)(=O)[O-]